CN(CCN(C1=CC(=C(C=C1[N+](=O)[O-])N)OC)C)C N2-(2-(dimethylamino)ethyl)-6-methoxy-N2-methyl-3-nitrobenzene-2,5-diamine